2-amino-4-(butylamino)-6-(2-methoxy-4-(piperazine-1-carbonyl)benzyl)pyrido[4,3-d]pyrimidin-5(6H)-one NC=1N=C(C2=C(N1)C=CN(C2=O)CC2=C(C=C(C=C2)C(=O)N2CCNCC2)OC)NCCCC